2,2'-azo-bis(amidinopropane) hydrochloride Cl.N(=NC(CC(N)=N)C)C(CC(N)=N)C